CC1=CC=C(C=C1)C=NC1=CC=CC=C1 N-[(4-methylphenyl)methylene]aniline